triacontyl thiophosphate P(=S)(OCCCCCCCCCCCCCCCCCCCCCCCCCCCCCC)([O-])[O-]